N-(4-cyclobutyl-3-(3-fluorophenyl)-1-methyl-1H-pyrazol-5-yl)-1-(trifluoromethyl)cyclopropane-1-carboxamide C1(CCC1)C=1C(=NN(C1NC(=O)C1(CC1)C(F)(F)F)C)C1=CC(=CC=C1)F